The molecule is a dTDP-sugar having 3-amino-3,6-dideoxy-alpha-D-galactopyranose (3-amino-3-deoxy-alpha-D-fucopyranose) as the sugar component. It derives from a 3-amino-3,6-dideoxy-alpha-D-galactopyranose. It is a conjugate acid of a dTDP-3-amino-3,6-dideoxy-alpha-D-galactopyranose(1-). C[C@@H]1[C@@H]([C@@H]([C@H]([C@H](O1)OP(=O)(O)OP(=O)(O)OC[C@@H]2[C@H](C[C@@H](O2)N3C=C(C(=O)NC3=O)C)O)O)N)O